ClC1=C(C=CC(=C1)F)N=S(=O)(C1=C(N=C2N1C=C(C=C2)C2=NOC(=N2)C(F)(F)F)C)C ((2-chloro-4-fluorophenyl)imino)(methyl)(2-methyl-6-(5-(trifluoromethyl)-1,2,4-oxadiazol-3-yl)imidazo[1,2-a]pyridin-3-yl)-λ6-sulfanone